(S)-5-(3-(3-(6-(3-chlorophenoxy)pyridin-3-yl)azetidin-1-yl)-3-oxopropyl)-5-methylpyrrolidin-2-one ClC=1C=C(OC2=CC=C(C=N2)C2CN(C2)C(CC[C@@]2(CCC(N2)=O)C)=O)C=CC1